2-[2-(3,5-dimethoxyphenyl)ethenyl]-4,6-bis(trichloromethyl)-1,3,5-triazine COC=1C=C(C=C(C1)OC)C=CC1=NC(=NC(=N1)C(Cl)(Cl)Cl)C(Cl)(Cl)Cl